FC1(CC1)C1=CC(=CC(=N1)C(C)=O)[N+](=O)[O-] 1-(6-(1-Fluorocyclopropyl)-4-nitropyridin-2-yl)ethan-1-one